(E)-5-chloro-N-(4-(((5-hydroxy-2,2-dimethyl-2H-chromen-6-yl)methylene)amino)phenyl)thiophene-2-sulfonamide ClC1=CC=C(S1)S(=O)(=O)NC1=CC=C(C=C1)/N=C/C=1C(=C2C=CC(OC2=CC1)(C)C)O